cyclohexanecarboxylic acid ethyl ester C(C)OC(=O)C1CCCCC1